2-[(4-{6-[(4-chloro-2-fluorobenzyl)oxy]pyridin-2-yl}piperidin-1-yl)methyl]-1-(1H-pyrazol-3-ylmethyl)-1H-benzimidazole-6-carboxylic acid ClC1=CC(=C(COC2=CC=CC(=N2)C2CCN(CC2)CC2=NC3=C(N2CC2=NNC=C2)C=C(C=C3)C(=O)O)C=C1)F